C(C=C)OC(OCC=C)OCC=C.O[C@H](C(C)=O)[C@@H]([C@@H](CO)O)O (3s,4r,5r)-3,4,5,6-tetrahydroxyhexanone triallylorthoformate